6-chloro-4,4-dimethyl-1,2,3,4-tetrahydroquinoline ClC=1C=C2C(CCNC2=CC1)(C)C